C(C)C=1C=C2C3(C4=C(NC2=CC1)N(C(N(C4=O)C)=O)C)C(NC=4C=CC1=C(C43)C=CC=C1)=O 7'-ethyl-1',3'-dimethyl-1'H-spiro[benzo[e]indole-1,5'-pyrimido[4,5-b]quinoline]-2,2',4'(3H,3'H,10'H)-trione